S(=O)(=O)(C1=CC=C(C)C=C1)OC(C)COC(C)COC(C)COC(C)COC(C)COC(C)COS(=O)(=O)C1=CC=C(C)C=C1 hexapropylene glycol ditosylate